CN(C=1C=CC=C(C1)O)C 5-dimethylaminophenol